C1(=CC=CC=C1)C1=NC(=CC(=N1)C1=CC=CC=C1)C1=CC=CC=C1 phenyl-4,6-diphenyl-pyrimidine